C(C)(C)(C)OC(NCC(=CF)COC=1C=CC2=C(N3C(=N2)C=CC=C3)C1)=O N-[3-fluoro-2-(pyrido[1,2-a]benzimidazol-8-yl-oxymethyl)allyl]carbamic acid tert-butyl ester